ClC1=CC=C(C=C1)C1=CC2=C(N=CN(C2=O)[C@H]2C[C@H](CC2)O)C(=N1)C=1C=NC=CC1 6-(4-chlorophenyl)-3-((1R,3S)-3-hydroxycyclopentyl)-8-(pyridin-3-yl)pyrido[3,4-d]pyrimidin-4(3H)-one